C[Si](OCC(C)C)(C(C)CC)C di(methyl)sec-butyl-(isobutoxy)silane